4-((4-(1-Isopropyl-1H-pyrazol-4-yl)pyridin-2-yl)((4-(4-methoxy-3-methylphenyl)bicyclo[2.2.2]octan-1-yl)methyl)carbamoyl)cyclohexyl (2-hydroxyethyl)(methyl)trans-carbamate OCCN(C(OC1CCC(CC1)C(N(CC12CCC(CC1)(CC2)C2=CC(=C(C=C2)OC)C)C2=NC=CC(=C2)C=2C=NN(C2)C(C)C)=O)=O)C